ClC1=C(C(=CC(=C1)C#N)Cl)NC=1N(C2=NC(=NC=C2N1)N[C@H]1[C@@H](COCC1)C)C1CCC(CC1)(C(=O)N)C (1S,4s)-4-(8-(2,6-dichloro-4-cyanophenylamino)-2-((3S,4R)-3-methyltetrahydro-2H-pyran-4-ylamino)-9H-purin-9-yl)-1-methylcyclohexanecarboxamide